C(C=C)C=1C(=C(O)C=CC1C(C)(C)C1=CC=C(C=C1)O)CC=C diallyl-bisphenol A